N-methyl-2-((3-((E)-2-(2-pyridinyl)vinyl)-1-lauroyl-1H-indazol-6-yl)thio)benzamide CNC(C1=C(C=CC=C1)SC1=CC=C2C(=NN(C2=C1)C(CCCCCCCCCCC)=O)\C=C\C1=NC=CC=C1)=O